C(C)(=O)C=1C(=CC2=C(OCO2)C1)NC(CN1CCN(CC1)C(=O)OC(C)(C)C)=O tert-Butyl 4-(2-((6-Acetylbenzo[d][1,3]dioxol-5-yl)amino)-2-oxoethyl)piperazine-1-carboxylate